3-((3-bromopropyl)thio)-2-(1H-pyrazol-5-yl)benzonitrile BrCCCSC=1C(=C(C#N)C=CC1)C1=CC=NN1